FC1=C(C(=CC=C1)F)C1=NC=2N(C(=N1)NC1=CC(=C(C=C1)OC)OC)N=CC2 2-(2,6-difluorophenyl)-N-(3,4-dimethoxyphenyl)pyrazolo[1,5-a][1,3,5]triazin-4-amine